CN1C(N(C=C(C1=O)C)CC(=O)N1C(CC(C1)F)C(=O)NC(C1=CC=CC=C1)C1=CC(=C(C=C1)C(C)C)F)=O 1-[2-(3,5-dimethyl-2,4-dioxo-1,2,3,4-tetrahydropyrimidin-1-yl)acetyl]-4-fluoro-N-{[3-fluoro-4-(propan-2-yl)phenyl](phenyl)methyl}pyrrolidine-2-carboxamide